n-eicosyl-succinic anhydride C(CCCCCCCCCCCCCCCCCCC)C1C(=O)OC(C1)=O